C(CCCC)(=O)OC[C@@H](OC(CCCC)=O)COP(=O)([O-])OCC[N+](C)(C)C 1,2-dipentanoyl-sn-glycero-3-phosphocholine